tert-butyl (R)-3-(4-bromo-3-chlorophenoxy)-2-hydroxypropionate BrC1=C(C=C(OC[C@H](C(=O)OC(C)(C)C)O)C=C1)Cl